5-fluoro-4-methylpyrimidin-2-amine FC=1C(=NC(=NC1)N)C